NC=1C=C(C=CC1)OB(O)O meta-aminophenylboric acid